1,8-diazobicyclo[5.4.0]undec-7-ene C1CCC2=C3CCCC2([N+]3=[N-])CC1